(2R)-2-amino-3-(3-(1-(tert-butoxycarbonyl)-4,4-difluoropyrrolidin-2-yl)-5-fluorobenzamido)propanoic acid N[C@@H](C(=O)O)CNC(C1=CC(=CC(=C1)F)C1N(CC(C1)(F)F)C(=O)OC(C)(C)C)=O